OC(C(=O)NC1=NC(=NC(=N1)C1=CC=CC=C1)NC1=CC=CC=C1)C hydroxy-N-(4-phenyl-6-(phenylamino)-1,3,5-triazin-2-yl)propionamide